2-({3-chloro-2-[(4-chloro-2-fluoro-1-benzofuran-7-yl) methoxy]-5,6,7,8-tetrahydro-1,7-naphthyridin-7-yl} methyl)-1-{[(2S)-oxetan-2-yl] methyl}-1H-1,3-benzodiazole-6-carboxylate ClC=1C(=NC=2CN(CCC2C1)CC1=NC2=C(N1C[C@H]1OCC1)C=C(C=C2)C(=O)[O-])OCC2=CC=C(C=1C=C(OC12)F)Cl